C(N)(=O)C=1C=C(C=CC1F)NC(=O)[C@@H]1O[C@]([C@@H]([C@H]1C1=C(C=C(C=C1)F)OC(F)F)C)(C(F)(F)F)C (2R,3S,4R,5R)-N-(3-Carbamoyl-4-fluoro-phenyl)-3-[2-(difluoromethoxy)-4-fluoro-phenyl]-4,5-dimethyl-5-(trifluoromethyl)tetrahydrofuran-2-carboxamid